3,4-difluorophenylpropargyl ether FC=1C=C(C=CC1F)C(C#C)OC(C#C)C1=CC(=C(C=C1)F)F